2-(methylthio)pyrimidine-5-carboxylic acid CSC1=NC=C(C=N1)C(=O)O